OCCOCCOCCOC1CCN(CC1)C(=O)OC(C)(C)C tert-butyl 4-[2-[2-(2-hydroxyethoxy)ethoxy] ethoxy]piperidine-1-carboxylate